C(#N)C1=CC(=C(C=C1)C1=CN(C2=NC=CC(=C21)OC2=C(C=C(C=C2F)NC(=O)N[C@H](C)C2COC2)F)COCC[Si](C)(C)C)F |r| (+/-)-N-(4-{[3-(4-cyano-2-fluorophenyl)-1-{[2-(trimethylsilyl)ethoxy]methyl}-1H-pyrrolo[2,3-b]pyridin-4-yl]oxy}-3,5-difluorophenyl)-N'-[(1R)-1-(oxetan-3-yl)ethyl]urea